C1(CCCCC1)C(COC)(COC)CC[Si](C1=CC=CC=C1)(C1=CC=CC=C1)C 2-cyclohexyl-2-(2-methyldiphenylsilylethyl)-1,3-dimethoxypropane